Tert-butyl 2-chloro-4-morpholino-5,7-dihydro-6H-pyrrolo[3,4-d]pyrimidine-6-carboxylate ClC=1N=C(C2=C(N1)CN(C2)C(=O)OC(C)(C)C)N2CCOCC2